bromoquinoxalin-2(1H)-one BrN1C(C=NC2=CC=CC=C12)=O